N,N-dimethyl-2-[5-methyl-3-[7-morpholino-5-[3-(4-pyridyl)pyrazol-1-yl]pyrazolo[1,5-a]pyrimidin-2-yl]pyrazol-1-yl]ethanamine CN(CCN1N=C(C=C1C)C1=NN2C(N=C(C=C2N2CCOCC2)N2N=C(C=C2)C2=CC=NC=C2)=C1)C